4,5-dihydroisoxazole-5-formamide O1N=CCC1C(=O)N